7-[(3R)-3-amino-azepan-1-yl]-8-chloro-1-cyclopropyl-6-fluoro-4-oxo-1,4-dihydroquinoline-3-carboxylic acid N[C@H]1CN(CCCC1)C1=C(C=C2C(C(=CN(C2=C1Cl)C1CC1)C(=O)O)=O)F